C(=O)(C(=C)C)OCCC[Si](OCCOC)(OCCOC)OCCOC methacryl-oxypropyltris(methoxyethoxy)silane